NC1=C(C(=NN1C(C)C)C1=CC=C(C=C1)CC(NC1=CC(=NO1)C(C)(C)CC)=O)C(=O)N 5-Amino-1-isopropyl-3-(4-(2-oxo-2-((3-(tert-pentyl)isoxazol-5-yl)amino)ethyl)phenyl)-1H-pyrazole-4-carboxamide